2,5-difluoro-4-hydroxybenzamide FC1=C(C(=O)N)C=C(C(=C1)O)F